ClC1=CC=C(C=C1)C=1C=NC2=CC=CC=C2C1 3-(4-chlorophenyl)quinoline